BrC1=CN(C2=CC(=CC=C12)C1=CC=C(C=C1)OC)C(=O)OC(C)(C)C tert-butyl 3-bromo-6-(4-methoxyphenyl)-1H-indole-1-carboxylate